Cl.C1(CC1)CN1CC[C@]23CCN(CC[C@]2([C@H]1CC1=CC=C(C=C13)O)O)C(CC1=NC=CC=C1)=O 1-((5aS,6R,11bR)-14-(cyclopropylmethyl)-5a,10-dihydroxy-1,2,5,5a,6,7-hexahydro-6,11b-(Epiminoethano)naphtho[1,2-d]azepin-3(4H)-yl)-2-(pyridin-2-yl)ethan-1-one hydrochloride